C1(=CC=CC=C1)NC1=CC=C(C=C1)C1=C2C=CC=C(C2=CC=C1)C1=CC=CC=C1 N-phenyl-4-(1-phenylnaphthalen-5-yl)-aniline